C1(CC1)C1=C(C(=NO1)C1=C(C=CC=C1Cl)Cl)CO[C@H]1[C@@H]2CN([C@H](C1)C2)C=2SC1=C(N2)C(=CC(=C1)C(=O)OC)C1CC2CCC(C1)O2 methyl 2-[(1S,4S,5R)-5-[[5-cyclopropyl-3-(2,6-dichlorophenyl)-1,2-oxazol-4-yl]methoxy]-2-azabicyclo[2.2.1]heptan-2-yl]-4-[8-oxabicyclo[3.2.1]octan-3-yl]-1,3-benzothiazole-6-carboxylate